(E)-2-(4-(2-fluoro-6-(methylamino)pyridine-3-yl)-buta-1-en-3-ynyl)benzofuran-5-ol FC1=NC(=CC=C1C#C/C=C/C=1OC2=C(C1)C=C(C=C2)O)NC